C(=C)(C)C1=CC=C(C=C1)C1=C(C=CC=C1)C(=C)C 4,2'-diisopropenylbiphenyl